BrC1=C(C=C2C(C(=CN(C2=C1)C=1C=NC(=CC1)N1CC(C1)N(C)C)C(=O)OCC)=O)C ethyl 7-bromo-1-(6-(3-(dimethylamino)azetidin-1-yl)pyridin-3-yl)-6-methyl-4-oxo-1,4-dihydroquinoline-3-carboxylate